4-chlorophenyl-ethyl-silane ClC1=CC=C(C=C1)[SiH2]CC